O1CC(C1)C(=O)OCOC(=O)N(C)C(CC1=CC2=C(OCO2)C=C1)C {[2-(2H-1,3-Benzodioxol-5-yl)-1-methyl-ethyl]-N-methylaminocarbonyloxy}methyl 3-oxetanecarboxylate